4-(5-Pent-4-ynyloxy-benzimidazol-1-yl)-aniline C(CCC#C)OC1=CC2=C(N(C=N2)C2=CC=C(N)C=C2)C=C1